1-(5-bromoimidazo[1,2-a]pyridin-8-yl)-3-(4-((1-methylpiperidin-4-yl)oxy)-3-(trifluoromethyl)phenyl)urea BrC1=CC=C(C=2N1C=CN2)NC(=O)NC2=CC(=C(C=C2)OC2CCN(CC2)C)C(F)(F)F